2-(2-hydroxyphenyl)benzo-thiazolate OC1=C(C=CC=C1)C1(SC2=C(N1)C=CC=C2)C(=O)[O-]